2-cyclopropylamino-N-isobutylbenzothiazole-6-sulfonamide C1(CC1)NC=1SC2=C(N1)C=CC(=C2)S(=O)(=O)NCC(C)C